2-fluoro-N-[2-(3-formylphenyl)thieno[3,2-c]pyridin-4-yl]-N-[(3R)-3-piperidyl]-4-(triazolo[4,5-b]pyridin-3-yl)benzamide FC1=C(C(=O)N([C@H]2CNCCC2)C2=NC=CC3=C2C=C(S3)C3=CC(=CC=C3)C=O)C=CC(=C1)N1N=NC=3C1=NC=CC3